CC1=C(OC=2CCC3=CN(N=C3C21)C[C@@H]2OCCC2)C(=O)OCC ethyl 8-methyl-2-[(2R)-tetrahydrofuran-2-ylmethyl]-4,5-dihydro-2H-furo[2,3-g]indazole-7-carboxylate